CC=1C2=C(NC(C1C(\C=C\C=1C=NC=CC1)=O)=O)SC=C2 (E)-4-methyl-5-(3-(pyridin-3-yl)acryloyl)thieno[2,3-b]pyridin-6(7H)-one